tert-butyl (S)-(1-(5-(6-(3-cyanopyrrolo[1,2-b]pyridazin-7-yl)-4-(isopropylamino) pyridin-3-yl)-1,3,4-thiadiazole-2-carbonyl)pyrrolidin-3-yl)carbamate C(#N)C1=CC=2N(N=C1)C(=CC2)C2=CC(=C(C=N2)C2=NN=C(S2)C(=O)N2C[C@H](CC2)NC(OC(C)(C)C)=O)NC(C)C